1-(4-(2-chloro-4-fluorophenoxy)-3-(1-methyl-7-oxo-6,7-dihydro-1H-pyrrolo[2,3-c]pyridin-3-yl)phenyl)pyrrolidine-2,5-dione ClC1=C(OC2=C(C=C(C=C2)N2C(CCC2=O)=O)C2=CN(C=3C(NC=CC32)=O)C)C=CC(=C1)F